C(C)OC(C1=CN=C(C=C1Cl)C[2H])=O 4-Chloro-6-deuteromethyl-nicotinic acid ethyl ester